C.FC1=CC=C(C=C1)NC(=O)C1(CC(C1)O)C1=NC=2CCCN(C2C=C1)C1=NC=NC=C1 N-(4-fluorophenyl)-3-hydroxy-1-(5-(pyrimidin-4-yl)-5,6,7,8-tetrahydro-1,5-naphthyridin-2-yl)cyclobutane-1-carboxamide compound with methane